C(C)OC(=O)C1(CC(C1)C)C1=CC(=CC(=C1)F)Br 1-(3-Bromo-5-fluoro-phenyl)-3-methyl-cyclobutanecarboxylic acid ethyl ester